ethyl 4-(methoxymethyl)-6-(thiazol-5-ylmethoxy)-9H-pyrido[3,4-b]indole-3-carboxylate COCC1=C(N=CC=2NC3=CC=C(C=C3C21)OCC2=CN=CS2)C(=O)OCC